BrC=1C(=C2C=C(N(C2=C(C1F)F)C(=O)[O-])C(=O)OC)F 2-methyl 5-bromo-4,6,7-trifluoro-1H-indole-1,2-dicarboxylate